2-Chloro-4-((3S)-8-(4-(4-((4-(3-((2,6-dioxopiperidin-3-yl)amino)phenyl)-piperazin-1-yl)methyl)-azetidine-1-carbonyl)-phenyl)-3-methyl-2,8-diazaspiro[4.5]decan-2-yl)benzonitrile ClC1=C(C#N)C=CC(=C1)N1CC2(C[C@@H]1C)CCN(CC2)C2=CC=C(C=C2)C(=O)N2CCC2CN2CCN(CC2)C2=CC(=CC=C2)NC2C(NC(CC2)=O)=O